N-((2R,3S)-1-(1-methyl-1H-1,2,4-triazol-5-yl)-2-((((CIS)-4-phenylcyclohexyl)oxy)methyl)-pyrrolidin-3-yl)methanesulfonamide CN1N=CN=C1N1[C@H]([C@H](CC1)NS(=O)(=O)C)CO[C@@H]1CC[C@@H](CC1)C1=CC=CC=C1